CN1C=NC=2C(N(C=3N=C(C=CC3C21)C(F)(F)F)C=2C=NC=CC2C)=O 1-methyl-5-(4-methylpyridin-3-yl)-7-(trifluoromethyl)-1,5-dihydro-4H-imidazo[4,5-c][1,8]Naphthyridin-4-one